[BH4-].C1(=CC=CC=C1)P(C1=CC=CC=C1)C1=CC=CC=C1.C1(=CC=CC=C1)P(C1=CC=CC=C1)C1=CC=CC=C1.[Cu+2].[BH4-] copper bis(triphenylphosphine) borohydride